NC1=NNC2=C(C=C(C=C12)C1=CC(=NC=C1)NC=1OC=C(N1)C)C#CC(C)(C)C N-(4-(3-amino-7-(3,3-dimethylbut-1-yn-1-yl)-1H-indazol-5-yl)pyridin-2-yl)-4-methyl-oxazol-2-amine